2-methyl-2,3-dihydropyrazolo[5,1-b]oxazole CC1CN2C(O1)=CC=N2